(5-bromo-4-cyclopropyl-6-methoxy-pyrimidin-2-yl)amine BrC=1C(=NC(=NC1OC)N)C1CC1